C(#C)C1=CC=C(C=C1)S(=O)(=O)N=C(NCCS(N)(=O)=O)N1N=C([C@@H](C1)C1=CC=CC=C1)C1=CC=C(C=C1)F (R)-N'-((4-ethynylphenyl)sulfonyl)-3-(4-fluorophenyl)-4-phenyl-N-(2-sulfamoylethyl)-4,5-dihydro-1H-pyrazole-1-carboximidamide